5-bromo-6-methyl-indole-2,3-dione BrC=1C=C2C(C(NC2=CC1C)=O)=O